COC1=C(C(=CC=C1)OC)S(=O)(=O)NC(C1=CC(=C(C=C1)COC1=NC=CC=N1)OC)=O N-((2,6-dimethoxyphenyl)sulfonyl)-3-methoxy-4-((pyrimidin-2-yloxy)methyl)benzamide